N-(4-{4-[2-amino-4-(4,4-difluoropiperidin-1-yl)-5-fluoro-1,3-benzothiazol-6-yl]-1H-1,2,3-triazol-1-yl}-3-{6-azaspiro[2.5]octane-6-yl}phenyl)-2-hydroxyethane-1-sulfonamide NC=1SC2=C(N1)C(=C(C(=C2)C=2N=NN(C2)C2=C(C=C(C=C2)NS(=O)(=O)CCO)N2CCC1(CC1)CC2)F)N2CCC(CC2)(F)F